BrCCCCCC(=O)NCC1=CC=C(C=C1)C=1SC=C(N1)C(=O)N[C@@H](CO[Si](C)(C)C(C)(C)C)C(=O)OC methyl N-(2-(4-((6-bromohexanamido)methyl)phenyl)thiazole-4-carbonyl)-O-(tert-butyldimethylsilyl)-L-serinate